Cl.N1(CCNCC1)C1=CC=C(C=C1)C1=CC(NC(N1)=O)=O 6-(4-(piperazin-1-yl)phenyl)-1,2,3,4-tetrahydropyrimidine-2,4-dione hydrochloride